BrC=1C=CC2=CC3=CC=CC(C3=C2C1)([SiH2]C)[SiH2]C 3-bromo-5,5-dimethylsilylfluorene